ClC1=CC=C2C(=CNC2=C1F)S(=O)(=O)NC1=NC(=C(C=C1F)OCCF)F 6-Chloro-N-[3,6-difluoro-5-(2-fluoroethoxy)pyridin-2-yl]-7-fluoro-1H-indol-3-sulfonamid